BrC=1C(=C(C=NC1)N)NC(C)C 5-bromo-N4-isopropyl-pyridine-3,4-diamine